4-butylpiperazin C(CCC)N1CCNCC1